NC1=C(C=CC=C1)NC(C1=CC=C(C=C1)CNC(=O)OCC=1C=NC=CC1)=O N-(2-aminophenyl)-4-[N-(pyridin-3-yl-methoxycarbonyl)-amino-methyl]-benzamide